BrC1=NN(C(=C1)[C@H](C)CC(C)(S(=O)N)C)C ((R)-1-(3-Bromo-1-methyl-1H-pyrazol-5-yl)ethyl)-2-methylpropane-2-sulfinamide